C(C)(C)(C)OC(=O)N1C(CN(CC1)C(=O)OC(C)(C)C)C=1SC(=C(N1)C1=C(C(=CC=C1)NS(=O)(=O)C1=C(C=CC(=C1)F)F)F)C1=NC(=NC=C1)N 2-{5-(2-Aminopyrimidin-4-yl)-4-[3-(2,5-difluorobenzenesulfonylamino)-2-fluorophenyl]-thiazol-2-yl}-piperazine-1,4-dicarboxylic acid di-tert-butyl ester